FC(N1N=CC(=C1C1=CC=2N(C=C1)N=C(C2)NC2=NC(=NC(=C2)C)C)OC[C@@H]2N(CC2)C)F 5-[2-(difluoromethyl)-4-[[(2R)-1-methylazetidin-2-yl]methoxy]pyrazol-3-yl]-N-(2,6-dimethylpyrimidin-4-yl)pyrazolo[1,5-a]pyridin-2-amine